BrC1=CC=C(C=C1)CO[C@@H]([C@H](CCC(=O)OC)NC(=O)OC(C)(C)C)C Methyl (4S,5R)-5-[(4-bromophenyl)methoxy]-4-[[(tert-butoxy)carbonyl]amino]hexanoate